CN(C)CC=1C=C(C=CC1)C=1C(=NC2=NC(=CC(=C2C1N)C)C)N (3-((dimethylamino)methyl)phenyl)-5,7-dimethyl-1,8-naphthyridine-2,4-diamine